6-chloro-2-BOCaminoBOCpurine ClC1=C2NC(=NC2=NC(=N1)NC(=O)OC(C)(C)C)C(=O)OC(C)(C)C